O=C1C(=CN=C(N1CC(=O)OCCCC)C1=CC=CC=C1)NCC1CCC(CC1)C1=CC=CC=C1 butyl 2-(6-oxo-2-phenyl-5-(((4-phenylcyclohexyl)methyl)amino) pyrimidin-1(6H)-yl)acetate